(2S)-N-(benzofuran-6-ylmethyl)-N-(4,4-difluorocyclohexyl)-1-(3-fluoro-N,4-dimethylphenylsulfonimidoyl)pyrrolidine-2-carboxamide O1C=CC2=C1C=C(C=C2)CN(C(=O)[C@H]2N(CCC2)S(=O)(=NC)C2=CC(=C(C=C2)C)F)C2CCC(CC2)(F)F